2-iodobenzo[b]thiophene-3-carbonitrile IC1=C(C2=C(S1)C=CC=C2)C#N